N1C(=NCC1)C1=NC(=CC=C1)OC 2-(4,5-dihydro-1H-imidazol-2-yl)-6-methoxypyridine